ClC=1C(=C(C(=CC1)N1N=NN=C1)C=1C=CC(=[N+](C1)[O-])[C@H](CN(C(C1=CC=CC=C1)=O)C)N1N=CC(=C1)C1=CC(=NC=C1)C(F)(F)F)F |o1:19| (S*)-5-(3-Chloro-2-fluoro-6-(1H-tetrazol-1-yl)phenyl)-2-(2-(N-methylbenzamido)-1-(4-(2-(trifluoromethyl)pyridin-4-yl)-1H-pyrazol-1-yl)ethyl)pyridine 1-oxide